C(C)(=O)N1CCC(CC1)N(C(OC(C)(C)C)=O)CC1=C(C=C(C=C1)C1=NC=CC(=C1Cl)C1=C(C(=CC=C1)N)Cl)OC tert-butyl (1-acetylpiperidin-4-yl)(4-(4-(3-amino-2-chlorophenyl)-3-chloropyridin-2-yl)-2-methoxybenzyl)carbamate